OC(CNC1=NC(=NC(=N1)C1=NC(=CC=C1)C(F)(F)F)NC1=C(C#N)C=CC=N1)(C)C (4-(2-hydroxy-2-methylpropylamino)-6-(6-(trifluoromethyl)pyridin-2-yl)-1,3,5-triazin-2-ylamino)nicotinonitrile